2-(3-cyano-1-methyl-2-oxo-1,2-dihydroquinolin-4-yl)-2,6-diazaspiro[3.4]octane-6-carboxylic acid tert-butyl ester C(C)(C)(C)OC(=O)N1CC2(CN(C2)C2=C(C(N(C3=CC=CC=C23)C)=O)C#N)CC1